(2S,4S)-4-fluoro-1-[2-[4-[(8-fluoro-4-quinolyl)amino]-1-piperidyl]acetyl]pyrrolidine-2-carbonitrile F[C@H]1C[C@H](N(C1)C(CN1CCC(CC1)NC1=CC=NC2=C(C=CC=C12)F)=O)C#N